1-(4-(tert-butyl)benzyl)-2-(4-(tert-butyl)phenyl)-4-phenyl-1H-imidazole C(C)(C)(C)C1=CC=C(CN2C(=NC(=C2)C2=CC=CC=C2)C2=CC=C(C=C2)C(C)(C)C)C=C1